4-((3,3-difluorocyclopentyl)amino)-2-((2-methoxy-4-(1-methyl-1H-pyrazol-5-yl)phenyl)amino)-7H-pyrrolo[2,3-d]pyrimidine-5-carbonitrile FC1(CC(CC1)NC=1C2=C(N=C(N1)NC1=C(C=C(C=C1)C1=CC=NN1C)OC)NC=C2C#N)F